chloro-3-(1H-imidazol-1-yl)-5-methoxy-2-(5-(trifluoromethyl)-4H-1,2,4-triazol-3-yl)-1H-indole ClN1C(=C(C2=CC(=CC=C12)OC)N1C=NC=C1)C1=NN=C(N1)C(F)(F)F